1-(3-(5-(3-hydroxynaphthalen-1-yl)-1H-indol-1-yl)piperidin-1-yl)prop-2-en-1-one OC=1C=C(C2=CC=CC=C2C1)C=1C=C2C=CN(C2=CC1)C1CN(CCC1)C(C=C)=O